1-(1-hydroxy-6,6,9-trimethyl-3-pentyl-6H-benzo[c]chromene-2-carbonyl)pyrrolidin-3-one OC1=C2C3=C(C(OC2=CC(=C1C(=O)N1CC(CC1)=O)CCCCC)(C)C)C=CC(=C3)C